[I-].[I-].C[SiH](C)[Zr+2](C1C(=CC2=CC=CC=C12)CCC)C1C(=CC2=CC=CC=C12)CCC dimethylsilyl-bis(propylindenyl)zirconium diiodide